FC1=CC=C(C=C1)NC=1C=C(C=CC1[C@H](CC)N1CCOCC1)[C@H](CC(=O)O)COC (S)-3-(3-((4-fluorophenyl)amino)-4-((S)-1-morpholinopropyl)phenyl)-4-methoxybutanoic acid